ONC(=N)C=1C=C(SC1)CNC(=O)[C@H]1N(CC2(OCCO2)C1)C(CNC(C1=CC=C(C=C1)C=1C=C2C=CN(C2=CC1)C)=O)=O (S)-N-((4-(N-hydroxycarbamimidoyl)thiophen-2-yl)methyl)-7-((4-(1-methyl-1H-indol-5-yl)benzoyl)glycyl)-1,4-dioxa-7-azaspiro[4.4]nonane-8-carboxamide